CN1CCC2(CC(C2)OC2=CC(=C(C(=C2)F)C=2C(=NC=3N(C2N[C@H](C(F)(F)F)C)N=CN3)Cl)F)CC1 (S)-6-(4-((7-methyl-7-azaspiro[3.5]non-2-yl)oxy)-2,6-difluorophenyl)-5-chloro-N-(1,1,1-trifluoropropan-2-yl)-[1,2,4]triazolo[1,5-a]pyrimidin-7-amine